C(=O)O.C(C=C)(=O)N acrylamide formate salt